ClC1=CC=2C3=C(C=CC2C=C1)C=CC=1N=C(OC13)C1=CC=CC=C1 10-chloro-2-phenylphenanthro[3,4-d]oxazole